(R)-N-(2,6-dimethylpyrimidin-4-yl)-5-(1-(methyl-d3)-4-((1-(methyl-d3)azetidin-2-yl)methoxy)-1H-pyrazol-5-yl)pyrazolo[1,5-a]pyridin-2-amine CC1=NC(=CC(=N1)NC1=NN2C(C=C(C=C2)C2=C(C=NN2C([2H])([2H])[2H])OC[C@@H]2N(CC2)C([2H])([2H])[2H])=C1)C